C1(CCC1)CNC=1OC2=C(C=NC=C2N2C[C@@H](OCC2)C(=O)N2[C@H](C3=C(C=C(C=C3CC2)Cl)Cl)C)N1 ((R)-4-(2-((cyclobutylmethyl)amino)oxazolo[4,5-c]pyridin-7-yl)morpholin-2-yl)((S)-6,8-dichloro-1-methyl-3,4-dihydroisoquinolin-2(1H)-yl)methanone